2,3-dihydroxypropyl-triisopropyl-ammonium chloride [Cl-].OC(C[N+](C(C)C)(C(C)C)C(C)C)CO